tert-butyl 8-((1-(tert-butoxycarbonyl)piperidin-4-yl)amino)-2-chloro-6,6a,7,8,9,10-hexahydro-5H-pyrido[1',2':4,5]pyrazino[2,3-c]pyridazine-5-carboxylate C(C)(C)(C)OC(=O)N1CCC(CC1)NC1CC2N(C=3C(=NN=C(C3)Cl)N(C2)C(=O)OC(C)(C)C)CC1